5-bromo-3-hydroxy-3-(2-(naphthalen-2-yl)-2-oxoethyl)indolin-2-one Tert-butyl-(2-((S)-2-cyanopyrrolidin-1-yl)-2-oxoethyl)(3-(heptylthio)adamantan-1-yl)carbamate C(C)(C)(C)OC(N(C12CC3(CC(CC(C1)C3)C2)SCCCCCCC)CC(=O)N2[C@@H](CCC2)C#N)=O.BrC=2C=C3C(C(NC3=CC2)=O)(CC(=O)C2=CC3=CC=CC=C3C=C2)O